CC1CNCCN1C(C=CC1=CC=C(C=C1)SC)=O 3-methyl-4-(3-(4-(methylthio)phenyl)acryloyl)piperazine